CSC1=C(C=CC(=C1)SC)O 2,4-dimethylmercapto-phenol